NC1=CC(=C2C(N(CCCCC[C@@](C3=NN=C(C1=N2)O3)(C(F)(F)F)O)[C@@H]3CC[C@H](CC3)C(C)(C)C)=O)C(F)(F)F (6R)-17-Amino-12-(trans-4-tert-butylcyclohexyl)-6-hydroxy-6,15-bis(trifluoromethyl)-19-oxa-3,4,12,18-tetrazatricyclo[12.3.1.12,5]nonadeca-1(18),2,4,14,16-pentaen-13-one